3-(2-chloro-5-(3,5-dimethyl-2,6-dioxo-4-thioxo-1,3,5-triazin-1-yl)-4-fluorophenyl)-6-methyl-5,6-dihydro-4H-1,2-oxazine-6-carboxylic acid cyclohexyl ester C1(CCCCC1)OC(=O)C1(CCC(=NO1)C1=C(C=C(C(=C1)N1C(N(C(N(C1=O)C)=S)C)=O)F)Cl)C